5-chloro-7-cyanoindoline-2,3-dione ClC=1C=C2C(C(NC2=C(C1)C#N)=O)=O